4-iodopyridine hydrochloride Cl.IC1=CC=NC=C1